Pyrrolidin-3-carbaldehyd N1CC(CC1)C=O